FC1=CC2=C(NCC(C(C2=O)C(=O)OC)=O)C=C1 Methyl 7-fluoro-3,5-dioxo-2,3,4,5-tetrahydro-1H-benzo[b]azepine-4-carboxylate